N-(3-(2-(((1R,4S)-4-hydroxy-1-methylcyclohexyl)amino)-6-morpholinopyridin-4-yl)-4-methylphenyl)-3-(2,2,2-trifluoroethyl)pyrrolidine-1-carboxamide OC1CCC(CC1)(C)NC1=NC(=CC(=C1)C=1C=C(C=CC1C)NC(=O)N1CC(CC1)CC(F)(F)F)N1CCOCC1